(R)-3-[(1-acetylpiperidin-4-yl)methyl]-8-(2-chlorophenyl)-7-(4-chlorophenyl)-1-[2,3-dihydroxypropyl]purine-2,6-dione C(C)(=O)N1CCC(CC1)CN1C(N(C(C=2N(C(=NC12)C1=C(C=CC=C1)Cl)C1=CC=C(C=C1)Cl)=O)C[C@H](CO)O)=O